1-(chloromethyl)-3-[(3-methoxypropyl)oxy]-2-methylbenzene ClCC1=C(C(=CC=C1)OCCCOC)C